(8-bromo-5-(cyclohexylmethyl)-1,3,4,5-tetrahydro-2H-pyrido[4,3-b]indol-2-yl)-N-hydroxy-8-oxooctanamide BrC1=CC=2C3=C(N(C2C=C1)CC1CCCCC1)CCN(C3)C(C(=O)NO)CCCCCC=O